FCCNC1(CCCCC1)C1=CC=CC=C1 2-((2-fluoroethyl)amino)-2-phenylcyclohexan